O=CCCCCCC=1N=C(N(C1)C1=CC=CC=C1)NC(C1=CC(=CC=C1)C=1C=C2C=NN(C2=CC1)COCC[Si](C)(C)C)=O N-(4-(6-oxohexyl)-1-phenyl-1H-imidazol-2-yl)-3-(1-((2-(trimethylsilyl)ethoxy)methyl)-1H-indazol-5-yl)benzamide